(S)-6-(1-amino-1,3-dihydrospiro[indene-2,4'-piperidin]-1'-yl)-3-(1-(3-chloro-1-methyl-2-oxo-1,2-dihydropyridin-4-yl)cyclopropyl)-1,5-dihydro-4H-pyrazolo[3,4-d]pyrimidin-4-one N[C@@H]1C2=CC=CC=C2CC12CCN(CC2)C=2NC(C1=C(N2)NN=C1C1(CC1)C1=C(C(N(C=C1)C)=O)Cl)=O